C(CCCCCC(=O)OCCC(CCCCCC)CCCCCC)(=O)OCC(COC(CCC(OCCCC\C=C/CC)OCCCC\C=C/CC)=O)CO 1-(3-((4,4-bis(((Z)-oct-5-en-1-yl)oxy)butanoyl)oxy)-2-(hydroxymethyl)propyl) 7-(3-hexylnonyl) heptanedioate